ClC=1C(=NC(=NC1)N[C@@H]1C[C@H]2CO[C@@H]([C@H]1O)O2)C2=C(C=1C(N(C=C(C1S2)C(C)C)C(F)F)=O)C 2-(5-chloro-2-(((1S,3R,4S,5R)-4-hydroxy-6,8-dioxabicyclo[3.2.1]octan-3-yl)amino)pyrimidin-4-yl)-5-(difluoromethyl)-7-isopropyl-3-methylthieno[3,2-c]pyridin-4(5H)-one